N[C@H](CNC(C=CC1=CC=CC=C1)=O)CC1=C(C=C(C=C1C)O)C (S)-N-(2-amino-3-(4-hydroxy-2,6-dimethylphenyl)propyl)cinnamamide